3-[(1,3,5-trimethylpyrazol-4-yl)methanesulfonyl]-4,5-dihydro-5,5-dimethylisoxazole CN1N=C(C(=C1C)CS(=O)(=O)C1=NOC(C1)(C)C)C